(S)-2-acrylamido-N-(5-(2-(2-aminopyridin-3-yl)-5-(2H-1,2,3-triazol-2-yl)-3H-imidazo[4,5-b]pyridin-3-yl)-2,3-dihydro-1H-inden-1-yl)benzamide C(C=C)(=O)NC1=C(C(=O)N[C@H]2CCC3=CC(=CC=C23)N2C(=NC=3C2=NC(=CC3)N3N=CC=N3)C=3C(=NC=CC3)N)C=CC=C1